ClC=1C(=NC(=NC1)N[C@H]1[C@@H](COCC1)O)C=1C=CC=2N(C1)C(=C(N2)C(C)(C)O)C(C)C (3S,4R)-4-((5-chloro-4-(2-(2-hydroxypropan-2-yl)-3-isopropylimidazo[1,2-a]pyridin-6-yl)pyrimidin-2-yl)amino)tetrahydro-2H-pyran-3-ol